S[SiH2]OCC mercapto-ethoxysilane